C(\C=C\C(=O)O)(=O)O.C(\C=C\C(=O)O)(=O)O.C(C)OC1=C(CN2C[C@H](NCC2)C)C=C(C=C1)C(F)(F)F (R)-1-(2-ethoxy-5-(trifluoromethyl)benzyl)-3-methylpiperazine difumarate